IC=1C=C(CN2C(C=CC=C2)=O)C=CC1 1-(3-iodobenzyl)pyridin-2(1H)-one